ClC1=CC=C2N3C(C4=CC=CC=C4C3=NC2=C1)=O 5-chloro-1,8-diazatetracyclo-[7.7.0.02,7.010,15]hexadeca-2,4,6,8,10,12,14-heptaen-16-one